(+/-)-2-hydroxy-2-phenylbutyramide O[C@](C(=O)N)(CC)C1=CC=CC=C1 |r|